(S)-Methyl 4-(((1r*,3R*)-3-(2-(1,8-naphthyridin-2-yl)ethyl)cyclobutyl)amino)-4-oxo-2-(2,4,6-trimethylphenylsulfonamido)butanoate N1=C(C=CC2=CC=CN=C12)CCC1CC(C1)NC(C[C@@H](C(=O)OC)NS(=O)(=O)C1=C(C=C(C=C1C)C)C)=O